tert-butyl (3-(4-(2-fluoro-3-nitrophenyl)-1,2-dimethyl-1H-imidazol-5-yl)oxetan-3-yl)carbamate FC1=C(C=CC=C1[N+](=O)[O-])C=1N=C(N(C1C1(COC1)NC(OC(C)(C)C)=O)C)C